9-(4-((1-(3-fluoropropyl)azetidin-3-yl)methyl)phenyl)-8-(2-methyl-3-(trifluoromethoxy)phenyl)-6,7-dihydro-5H-benzo[7]annulene-3-carboxylic acid FCCCN1CC(C1)CC1=CC=C(C=C1)C1=C(CCCC2=C1C=CC(=C2)C(=O)O)C2=C(C(=CC=C2)OC(F)(F)F)C